ClC=1C=C(C(=C(C1)O)C1=CC=C2C(=N1)N=C(O2)N2CC=1NN=CC1C2)C 5-chloro-2-[2-(4,6-dihydro-1H-pyrrolo[3,4-c]pyrazol-5-yl)oxazolo[4,5-b]pyridin-5-yl]-3-methyl-phenol